C(C)C=1C(=CC=C2C=C(C=C(C12)C1=C(C=2N=C(N=C(C2C=N1)N1CCC(CC1)C(=O)N)OC[C@]12CCCN2C[C@@H](C1)F)F)O)F 1-(7-(8-Ethyl-7-fluoro-3-hydroxynaphthalen-1-yl)-8-fluoro-2-(((2R,7aS)-2-fluorotetrahydro-1H-pyrrolizin-7a(5H)-yl)methoxy)pyrido[4,3-d]pyrimidin-4-yl)piperidine-4-carboxamide